S1C(=NC2=C1C=CC=C2)NC2=C(C(=C(C=N2)NC=2SC=C(N2)C(=O)O)CO)C 2-({6-[(1,3-benzothiazol-2-yl)amino]-4-(hydroxymethyl)-5-methylpyridin-3-yl}amino)-1,3-thiazole-4-carboxylic acid